3-ethoxy-4-ethylthio-5-methoxy-phenethylamine C(C)OC=1C=C(CCN)C=C(C1SCC)OC